N-(8-(4,4-difluoropiperidin-1-yl)imidazo[1,2-a]pyridin-6-yl)-4-((2-hydroxyethyl)sulfonamido)-2-(6-azaspiro[2.5]oct-6-yl)benzamide FC1(CCN(CC1)C=1C=2N(C=C(C1)NC(C1=C(C=C(C=C1)NS(=O)(=O)CCO)N1CCC3(CC3)CC1)=O)C=CN2)F